O[C@](COS(=O)(=O)C)(C)[C@@H]1CN(CCC1)C(=O)OCC1=CC=CC=C1 benzyl (3S)-3-{(2R)-2-hydroxy-1-[(methanesulfonyl)oxy]propan-2-yl}piperidine-1-carboxylate